(Z)-3-(3-chloro-7-fluoro-1H-indazol-6-yl)-N-(5-cyano-4-methyl-2-(trifluoromethyl)pyridin-3-yl)-2-fluoroacrylamide ClC1=NNC2=C(C(=CC=C12)\C=C(\C(=O)NC=1C(=NC=C(C1C)C#N)C(F)(F)F)/F)F